(Z)-2-(2,6-Dioxopiperidin-3-yl)-5-(5-(4-(2-(4-(1-(4-hydroxyphenyl)-2-phenylbut-1-en-1-yl)phenoxy)ethyl)piperazin-1-yl)pyrazin-2-yl)isoindolin-1,3-dion O=C1NC(CCC1N1C(C2=CC=C(C=C2C1=O)C1=NC=C(N=C1)N1CCN(CC1)CCOC1=CC=C(C=C1)\C(=C(\CC)/C1=CC=CC=C1)\C1=CC=C(C=C1)O)=O)=O